OCCN(S(=O)(=O)C1=CC(=C(C=C1)NCC#C)OC)CCO N,N-bis(2-hydroxyethyl)-3-methoxy-4-(prop-2-yn-1-ylamino)benzenesulfonamide